C(C(=O)Cl)(=O)Cl.N1C(N=CC2=CC=CC=C12)=O quinazolinone compound with oxalyl chloride